NCC1=NNC(C2=CC=C(C=C12)C=1C=NN(C1C1=C(C#N)C(=CC(=C1F)N1CC(CC1)OC)OC1CC1)C)=O 2-(4-(4-(aminomethyl)-1-oxo-1,2-dihydrophthalazin-6-yl)-1-methyl-1H-pyrazol-5-yl)-6-cyclopropoxy-3-fluoro-4-(3-methoxypyrrolidin-1-yl)benzonitrile